C(C)(C)N1CCN(CC1)C1=CC=C(C(=O)NC2=CC(=C(C=C2)C)NC2=NC=CC(=N2)C=2C=NC=CC2)C=C1 4-(4-Isopropyl-piperazin-1-yl)-N-[4-methyl-3-(4-pyridin-3-yl-pyrimidin-2-ylamino)-phenyl]-benzamide